(7S)-7-tert-butyl-N-[(1R)-3-(dimethylamino)-1-[3-(morpholine-4-carbonyl)phenyl]propyl]-5,6,7,8-tetrahydrothiazolo[5,4-b]quinoline-2-carboxamide C(C)(C)(C)[C@@H]1CC=2C=C3C(=NC2CC1)SC(=N3)C(=O)N[C@H](CCN(C)C)C3=CC(=CC=C3)C(=O)N3CCOCC3